N-(2-chloro-5-(4-((1-phenylethyl)amino)quinazolin-6-yl)pyridin-3-yl)methanesulfonamide ClC1=NC=C(C=C1NS(=O)(=O)C)C=1C=C2C(=NC=NC2=CC1)NC(C)C1=CC=CC=C1